Pentan-3-yl 10-((5-(heptadecan-9-yloxy)-5-oxopentyl)(4-((2-(methylamino)-3,4-dioxocyclobut-1-en-1-yl)amino)butyl)amino)decanoate CCCCCCCCC(CCCCCCCC)OC(CCCCN(CCCCCCCCCC(=O)OC(CC)CC)CCCCNC1=C(C(C1=O)=O)NC)=O